(S)-1-(2,2-difluoro-1-(1H-imidazol-4-yl)ethyl)-4-(dimethylamino)-7-(trifluoromethyl)pyrido[2,3-d]pyrimidin-2(1H)-one FC([C@H](C=1N=CNC1)N1C(N=C(C2=C1N=C(C=C2)C(F)(F)F)N(C)C)=O)F